N1(CCC1)CC1=C(CNC2=C(C(=C(C(=C2)C)S(=O)(=O)NC=2N=CSC2)F)F)C=CC=C1 4-((2-(azetidin-1-ylmethyl)benzyl)amino)-2,3-difluoro-6-methyl-N-(thiazol-4-yl)benzenesulfonamide